BrC1=CC=C(C=C1)C(C=O)=O 2-(p-bromophenyl)ethane-1,2-dione